NC(COC1=NC=CC(=N1)C(=O)O)C 2-(2-aminopropoxy)pyrimidine-4-carboxylic acid